(R)-5-((2-(3-Amino-4,4-difluoropiperidin-1-yl)-6-chloro-1H-benzo[d]imidazol-1-yl)methyl)pyrazin-2-carbonitril N[C@@H]1CN(CCC1(F)F)C1=NC2=C(N1CC=1N=CC(=NC1)C#N)C=C(C=C2)Cl